Cl.N[C@H](C(=O)NC1=CC(=C(C=C1)C1=NNC(C=C1)=O)F)C(C1=CC=CC=C1)C1=CC=CC=C1 (S)-2-amino-N-(3-fluoro-4-(6-oxo-1,6-dihydropyridazin-3-yl)phenyl)-3,3-diphenylpropanamide hydrochloride